4,6a-dihydro-cyclopenta[c]pyrrole-1,3(2H,3aH)-dione C1(NC(C2C1C=CC2)=O)=O